ethyl 3-(4-bromo-5-hydroxy-1-benzofuran-2-yl)-5H,6H-imidazo[2,1-b][1,3]thiazole-2-carboxylate hydrobromide salt Br.BrC1=C(C=CC2=C1C=C(O2)C=2N1C(SC2C(=O)OCC)=NCC1)O